N4-(6,6-dimethyl-5-{[(2S)-2,4,5,5-tetramethyl-piperazin-1-yl]carbonyl}-1,4,5,6-tetrahydropyrrolo[3,4-c]pyrazol-3-yl)-5-fluoro-N2,N2-dimethylpyrimidine-2,4-diamine CC1(N(CC2=C1NN=C2NC2=NC(=NC=C2F)N(C)C)C(=O)N2[C@H](CN(C(C2)(C)C)C)C)C